Silylindole [SiH3]C=1NC2=CC=CC=C2C1